OC(CN1CC(CCC1)NC1=NN=CC2=CC=CC=C12)(C)C 4-((1-(2-hydroxy-2-methylpropyl)piperidin-3-yl)amino)phthalazine